ClC1=CC(=C(C=C1)COC1=NN(C=N1)C1CCN(CC1)C(=O)OC(C)(C)C)F tert-butyl 4-[3-[(4-chloro-2-fluoro-phenyl)methoxy]-1,2,4-triazol-1-yl]piperidine-1-carboxylate